COC(=O)C1=CC(=CN1)B(O)O 5-(METHOXYCARBONYL)-1H-PYRROL-3-YLBORONIC ACID